N-benzyl-2-(p-fluorophenylethynyl)benzamide C(C1=CC=CC=C1)NC(C1=C(C=CC=C1)C#CC1=CC=C(C=C1)F)=O